BrCC1=C(C(=O)OC)C=CC(=C1F)NC(=O)OC(C)(C)C methyl 2-(bromomethyl)-4-((tert-butoxycarbonyl)amino)-3-fluorobenzoate